[Ti].[Ce].[Mo].[V] vanadium-molybdenum-cerium-titanium